3-(3,5-bis(trifluoromethyl)phenyl)thiourea FC(C=1C=C(C=C(C1)C(F)(F)F)NC(N)=S)(F)F